2-(5-Chloro-2-(2,6-dichloropyridin-4-yl)benzoyl)-N-methylhydrazine-1-carbothioamide ClC=1C=CC(=C(C(=O)NNC(NC)=S)C1)C1=CC(=NC(=C1)Cl)Cl